8-Amino-3-(1-(3-cyclopropylpropioloyl)pyrrolidin-2-yl)imidazo[1,5-a]pyrazin NC=1C=2N(C=CN1)C(=NC2)C2N(CCC2)C(C#CC2CC2)=O